2-(2,4-dioxotetrahydropyrimidin-1(2H)-yl)-5-((4-(6-methylthiothieno[2,3-d]pyrimidin-4-yl)piperidin-1-yl)methyl)isoindoline-1,3-dione O=C1N(CCC(N1)=O)N1C(C2=CC=C(C=C2C1=O)CN1CCC(CC1)C=1C2=C(N=CN1)SC(=C2)SC)=O